benzylcyclopentan-1-ol C(C1=CC=CC=C1)C1(CCCC1)O